3,6-Diphenylcarbazole C1(=CC=CC=C1)C=1C=CC=2NC3=CC=C(C=C3C2C1)C1=CC=CC=C1